BrC=1C=C(C=CC1)C1(CC(C1)(F)F)CC=1N(C(=NN1)S)C 5-[[1-(3-bromophenyl)-3,3-difluorocyclobutyl]methyl]-4-methyl-4H-1,2,4-triazole-3-thiol